C(C)(=O)C1=C(C(=C(C(=C1)OC)N(CCNC(C(=C)C)=O)C)OC)N N-(2-((4-Acetyl-3-amino-2,6-dimethoxyphenyl)(methyl)amino)ethyl)methacrylamid